[N+](=O)(OCCCCCC1=CC(=C2[C@@H]3[C@@H](COC2=C1)CC=C(C3)C)O)[O-] 5-[(6As,10aS)-1-hydroxy-9-methyl-6a,7,10,10a-tetrahydro-6H-benzo[c]chromen-3-yl]pentyl nitrate